C(C)C1CN(C2=CC=CC=3C=C(N1C32)C3=NC2=C(N3C)C(=CC(=C2)C#N)F)CCCO 2-[11-ethyl-9-(3-hydroxypropyl)-1,9-diazatricyclo[6.3.1.04,12]dodeca-2,4(12),5,7-tetraen-2-yl]-7-fluoro-1-methyl-benzimidazole-5-carbonitrile